3,5-bis(acetoxymethyl)-4-nitrobenzoic acid C(C)(=O)OCC=1C=C(C(=O)O)C=C(C1[N+](=O)[O-])COC(C)=O